C1(CC1)CS(=O)(=O)C1=CC=C(C=C1)C(C)O (4-((cyclopropylmethyl)sulfonyl)phenyl)ethanol